[BH4-].[Na+].OCC(CO)C1CCN(CC1)C(=O)OC(C)(C)C tert-butyl 4-(1,3-dihydroxypropan-2-yl)piperidine-1-carboxylate Sodium borohydride